5-(5-methyl-oxazol-2-yl)phenol CC1=CN=C(O1)C=1C=CC=C(C1)O